C(C)(C)(C)OC(=O)N1[C@@H](CN([C@H](C1)C)C=1C2=C(N=CN1)N(C=C2C(C)(C)C)S(=O)(=O)CC2=CC=CC=C2)C (2R,5S)-4-(5-(tert-butyl)-7-toluenesulfonyl-7H-pyrrolo[2,3-d]pyrimidin-4-yl)-2,5-dimethylpiperazine-1-carboxylic acid tert-butyl ester